8-(2-(6-(Trifluoromethyl)imidazo[1,2-a]pyrazin-3-yl)pyrimidin-4-yl)hexahydro-2H-pyrazino[1,2-a]pyrazin-1(6H)-one FC(C=1N=CC=2N(C1)C(=CN2)C2=NC=CC(=N2)N2CC1N(CCNC1=O)CC2)(F)F